CC1(C(C(CC1)=O)C)CC(=O)OC(C)C isopropyl (1,2-dimethyl-3-oxocyclopentyl)acetate